(1R,3S)-3-(3-{[(2-ethylimidazo[2,1-b][1,3,4]thiadiazol-6-yl)acetyl]amino}-1H-pyrazol-5-yl)cyclopentyl (2S)-butan-2-ylcarbamate C[C@@H](CC)NC(O[C@H]1C[C@H](CC1)C1=CC(=NN1)NC(CC=1N=C2SC(=NN2C1)CC)=O)=O